OC1CCN(CC1)C(=O)C=1C2=C(N(N1)CC(=O)N1CCN(CC1)C1=C(C(=CC=C1)C(F)(F)F)C)C[C@@H]1[C@H]2C1 2-((3bR,4aR)-3-(4-hydroxypiperidine-1-carbonyl)-3b,4,4a,5-tetrahydro-1H-cyclopropa[3,4]cyclopenta[1,2-c]pyrazol-1-yl)-1-(4-(2-methyl-3-(trifluoromethyl)phenyl)piperazin-1-yl)ethanone